(S)-1-(2-(5-chloro-2-cyanopyridin-4-yl)-5,7-difluoro-4-oxo-1,4-dihydroquinolin-6-yl)-N,N-dimethylpiperidine-3-carboxamide ClC=1C(=CC(=NC1)C#N)C=1NC2=CC(=C(C(=C2C(C1)=O)F)N1C[C@H](CCC1)C(=O)N(C)C)F